Methyl-2-[4-methyl-2-(trifluoromethyl)phenyl]-5-[1-(phenylsulfonyl)-1H-pyrrolo[2,3-b]pyridin-4-yl]-1H-pyrrole-3-carboxylate COC(=O)C1=C(NC(=C1)C1=C2C(=NC=C1)N(C=C2)S(=O)(=O)C2=CC=CC=C2)C2=C(C=C(C=C2)C)C(F)(F)F